1-(3-(2'-amino-1-methyl-2-oxo-1,2-dihydro-[3,4'-bipyridin]-5-yl)-4-methylphenyl)-3-(6-(trifluoromethyl)pyridin-3-yl)urea hydrochloride salt Cl.NC1=NC=CC(=C1)C=1C(N(C=C(C1)C=1C=C(C=CC1C)NC(=O)NC=1C=NC(=CC1)C(F)(F)F)C)=O